6-dibromomethyl-phenyl-pinacol borate B(O)(O)O.BrC(C1=CC=CC=C1CC(O)(C)C(C)(C)O)Br